N1(CCCC1)C=1C(C(C1NCC1=NC=C(C=C1)C1=NOC(=N1)C(F)(F)F)=O)=O 3-(pyrrolidin-1-yl)-4-(((5-(5-(trifluoromethyl)-1,2,4-oxadiazol-3-yl)pyridin-2-yl)methyl)amino)cyclobut-3-ene-1,2-dione